NC1N(CCCC1)C#N amino-(5R)-cyano-piperidine